2H,5H,6H,7H-indeno[5,6-d][1,3]dioxol-6-amine O1COC2=C1C=C1CC(CC1=C2)N